bis(p-aminophenoxy)dimethylsilane NC1=CC=C(O[Si](C)(C)OC2=CC=C(C=C2)N)C=C1